2-chloro-3-(difluoromethyl)-5-fluoropyridine ClC1=NC=C(C=C1C(F)F)F